COC1=NC=C(C=C1S(=O)(=O)N1CC2=CC=CC=C2CC1)C 2-((2-methoxy-5-methylpyridin-3-yl)sulfonyl)-1,2,3,4-tetrahydroisoquinoline